2,6-bis{[(4-ethenylphenyl)methyl]thio}naphthalene C(=C)C1=CC=C(C=C1)CSC1=CC2=CC=C(C=C2C=C1)SCC1=CC=C(C=C1)C=C